CN(C)C1=C(C=CC=C1)O N,N-dimethylaminophenol